1-(2,5-dimethylphenyl)-3-(1-(4-methoxyphenyl)-1H-indol-3-yl)urea CC1=C(C=C(C=C1)C)NC(=O)NC1=CN(C2=CC=CC=C12)C1=CC=C(C=C1)OC